C1(CC1)C=1C=NN(C1CO[C@@]12NC[C@@H](CC1)C2)C2=C(C=CC=C2F)F (1S,4S,5R)-[[4-cyclopropyl-1-(2,6-difluorophenyl)-1H-pyrazol-5-yl]methoxy]-2-azabicyclo[2.2.1]heptane